1λ2-azepan-2-one [N]1C(CCCCC1)=O